[N+](=O)([O-])C=1C=C(C=2NC3=CC=C(C=C3C2C1)[N+](=O)[O-])Br 3,6-dinitro-1-bromo-9H-carbazole